5-[4-amino-5-(trifluoromethyl)pyrrolo[2,1-f][1,2,4]triazin-7-yl]-N-[(3R,4S)-1-(2,6-difluorobenzoyl)-4-fluoropyrrolidin-3-yl]-4-fluoro-2-methylbenzamide NC1=NC=NN2C1=C(C=C2C=2C(=CC(=C(C(=O)N[C@@H]1CN(C[C@@H]1F)C(C1=C(C=CC=C1F)F)=O)C2)C)F)C(F)(F)F